(9-(2-(Nicotinoyloxy)ethoxy)nonyl)triphenylphosphonium C(C1=CN=CC=C1)(=O)OCCOCCCCCCCCC[P+](C1=CC=CC=C1)(C1=CC=CC=C1)C1=CC=CC=C1